CN1N=C(C(=C1)C=1C=C(C=CC1)C(C(=O)N1CC2=C(N=C(NC2=O)C2(CC2)C2=CC=CC=C2)CC1)O)C 6-(2-(3-(1,3-dimethyl-1H-pyrazol-4-yl)phenyl)-2-hydroxyacetyl)-2-(1-phenylcyclopropyl)-5,6,7,8-tetrahydropyrido[4,3-d]pyrimidin-4(3H)-one